C(=O)C1=NC=CC=C1OCC1=CC=C(C(=O)OC)C=C1 methyl 4-(((2-formylpyridin-3-yl)oxy)methyl)benzoate